CC(CCOC(CC)=O)(C)OC 3-Methyl-3-methoxybutylpropionate